C1(=CC=CC2=CC=CC=C12)OB(OC1=CC=CC2=CC=CC=C12)OC1=CC=CC2=CC=CC=C12.C(CCC)[N+](CCCC)(CCCC)CCCC tetrabutylammonium tris(1-naphthyl)borate